3-((2-(tert-butylamino)-5-carbamoylpyrimidin-4-yl)amino)benzoic acid C(C)(C)(C)NC1=NC=C(C(=N1)NC=1C=C(C(=O)O)C=CC1)C(N)=O